C(C1=CC=CC=C1)C#CC benzyl-methylacetylene